CC=1C=C(C=C(C1)C)S(=O)(=O)N 3,5-dimethylbenzenesulfonamide